ClC=1C(=CC(=C(C1)C1=NNC=C1C1=NC2=CC(=CN=C2C=C1)C=1N=CN2C1NCC2)F)F 2-[3-(5-chloro-2,4-difluoro-phenyl)-1H-pyrazol-4-yl]-7-(2,3-dihydro-1H-imidazo[1,5-a]imidazol-7-yl)-1,5-naphthyridine